C1(CC1)C1=CC(=NC(=N1)N1C=NC=C1)C(=O)OC methyl 6-cyclopropyl-2-(1H-imidazol-1-yl)-pyrimidine-4-carboxylate